CC(CCC)(C)NC1=C(C=CC=C1)NC1=CC=CC=C1 (dimethylbutyl)-N-phenyl-phenylenediamine